tert-butyl (1R,2R,5R)-2-amino-8-azabicyclo[3.2.1]octane-8-carboxylate N[C@H]1[C@H]2CC[C@@H](CC1)N2C(=O)OC(C)(C)C